C(C)(C)(C)OC(=O)N(C1(CC1)C(=O)O[C@@H](C(=O)OCC1=CC=CC=C1)C)C benzyl (2R)-2-[(1-[[(tert-butoxy)carbonyl](methyl)amino]cyclopropyl)carbonyloxy]propanoate